{2-cyclopropyl-4-[4-(2-methoxy-phenyl)-piperidin-1-yl]-quinazolin-8-yl}-methyl-(2-morpholin-4-yl-ethyl)-amine C1(CC1)C1=NC2=C(C=CC=C2C(=N1)N1CCC(CC1)C1=C(C=CC=C1)OC)N(CCN1CCOCC1)C